isopropyl 3-(3-oxobutyl)-2-(4,4,5,5-tetramethyl-1,3,2-dioxaborolan-2-yl)bicyclo[1.1.1]pentane-1-carboxylate O=C(CCC12C(C(C1)(C2)C(=O)OC(C)C)B2OC(C(O2)(C)C)(C)C)C